ClC1=C(C(=O)O)C=CC(=C1)C1=NC(=CC=C1)C1(CC(C1)(F)F)C#N 2-chloro-4-(6-(1-cyano-3,3-difluorocyclobutyl)pyridin-2-yl)benzoic acid